BrC=1N=CN2CCOC3=C(C21)C=CC=C3NC(C3=C(C=C(C(=C3)N3C=NC(=C3)C3CC3)C)F)=O N-(bromo-5,6-dihydrobenzo[f]imidazo[1,5-d][1,4]oxazepin-8-yl)-5-(4-cyclopropyl-1H-imidazol-1-yl)-2-fluoro-4-methylbenzamide